5-chloro-6-methoxybenzo[b]thiophene-2-carboxylic acid ClC1=CC2=C(SC(=C2)C(=O)O)C=C1OC